C(C1=CC=CC=C1)SC1=CC(=C(C=C1)NC=1N=CC2=C(N1)N(C(C21CC1)=O)C1CCCC1)C (4-benzylthio-2-methyl-phenylamino)-7'-cyclopentyl-spiro[cyclopropane-1,5'-pyrrolo[2,3-d]Pyrimidine]-6'-one